N-(chloromethyl)-2-trifluoromethyl-benzamide Mercury Cadmium [Cd].[Hg].ClCNC(C1=C(C=CC=C1)C(F)(F)F)=O